magnesium (4-fluorobenzyl) chloride FC1=CC=C(CCl)C=C1.[Mg]